pyrrolidin-1-yl(6-(2-((tetrahydro-2H-pyran-4-yl)amino)pyrrolo[2,1-f][1,2,4]triazin-5-yl)imidazo[1,2-a]pyridin-3-yl)methanone N1(CCCC1)C(=O)C1=CN=C2N1C=C(C=C2)C=2C=CN1N=C(N=CC12)NC1CCOCC1